FC1=CC2=C(N(C(=N2)C2=CC=CC3=CC=CC=C23)S(=O)(=O)C2=CC=C(C)C=C2)C=C1 5-fluoro-2-(naphthalen-1-yl)-1-tosyl-1H-benzo[d]imidazole